(S)-N-(4-methyl-3-(2-morpholino-6-(((R)-tetrahydro-2H-pyran-3-yl)amino)pyridin-4-yl)phenyl)-3-(2,2,2-trifluoroethyl)pyrrolidine-1-carboxamide CC1=C(C=C(C=C1)NC(=O)N1C[C@@H](CC1)CC(F)(F)F)C1=CC(=NC(=C1)N[C@H]1COCCC1)N1CCOCC1